ClC1=C(C=CC(=C1)N1CCN(CC1)C)N1C=NC(=C1)C1=NC(=NC=C1C(F)(F)F)NC1CCN(CC1)S(=O)(=O)C 4-(1-(2-chloro-4-(4-methylpiperazin-1-yl)phenyl)-1H-imidazol-4-yl)-N-(1-(methylsulfonyl)piperidin-4-yl)-5-(trifluoromethyl)pyrimidin-2-amine